COC=1C=C(C=CC1)SCC=1N=NNC1 4-[(3-methoxyphenyl)thiomethyl]-1H-1,2,3-triazole